C(CCC)NC(=O)NC1=CC=C(C=C1)CN1C(N(C(C1(C)C)=O)C)=O 1-butyl-3-[4-[(3,5,5-trimethyl-2,4-dioxo-imidazolidin-1-yl)methyl]phenyl]urea